CC(C)(C)[S@](=O)N[C@@H]1C=2C(NCC1)=C(NN2)C(=O)OCC ethyl (7S)-7-{[(S)-2-methylpropane-2-sulfinyl]amino}-4,5,6,7-tetrahydro-2H-pyrazolo[4,3-b]pyridine-3-carboxylate